N\C(=C/C(=O)OCC1=CC=NC=C1)\C Pyridin-4-ylmethyl (Z)-3-aminobut-2-enoate